[Na+].C1(=CC=C(C=C1)NC=1C=C2C=CC(=CC2=CC1)S(=O)(=O)[O-])C 6-(p-toluylamino)-2-naphthalenesulfonic acid sodium salt